O=C(CCN1C(=NC2=C1C=CC=C2)C2CCC(CC2)CNC(OC(C)(C)C)=O)NC2[C@@]1(CC[C@H](C2)C1(C)C)C tert-butyl ({4-[1-(3-oxo-3-{[(1R,4R)-1,7,7-trimethylbicyclo[2.2.1]hept-2-yl]amino}propyl)-1H-benzimidazol-2-yl]cyclohexyl}methyl)carbamate